2-amino-6-borono-2-(2-((4-methoxybenzyl)(methyl)amino)ethyl)hexanoic acid NC(C(=O)O)(CCCCB(O)O)CCN(C)CC1=CC=C(C=C1)OC